C(C)(=O)OC=1C(=NC=CC1OC)C(N[C@@H](C)C1=NOC(=N1)C1=CC=C(C=C1)C1=CC=CC=C1)=O (S)-2-((1-(5-([1,1'-biphenyl]-4-yl)-1,2,4-oxadiazol-3-yl)ethyl)carbamoyl)-4-methoxypyridin-3-yl acetate